[3-(2-chloro-6-methyl-4-pyridinyl)-5-(morpholinomethyl)pyrazolo[1,5-a]pyrimidin-2-yl]benzonitrile ClC1=NC(=CC(=C1)C=1C(=NN2C1N=C(C=C2)CN2CCOCC2)C2=C(C#N)C=CC=C2)C